N1=CN=CC2=C1C1=C(OC2=O)C=CC=C1 5H-[1]benzopyrano[4,3-D]pyrimidin-5-one